N-(4-(4-amino-6-(4-methacrylamido-phenyl)-7-methyl-7H-pyrrolo[2,3-d]pyrimidin-5-yl)phenyl)cyclopentanecarboxamide NC=1C2=C(N=CN1)N(C(=C2C2=CC=C(C=C2)NC(=O)C2CCCC2)C2=CC=C(C=C2)NC(C(=C)C)=O)C